N-(3-((5-bromo-2-((2-cyclopropyl-4-(4-methylpiperazin-1-yl)phenyl)amino)pyrimidin-4-yl)amino)propyl)cyclobutanecarboxamide O-ethyl-S-(1-(methoxycarbonyl)ethyl)xanthate C(C)OC(=SC(C)C(=O)OC)S.BrC=1C(=NC(=NC1)NC1=C(C=C(C=C1)N1CCN(CC1)C)C1CC1)NCCCNC(=O)C1CCC1